ClC1=CC2=C(N(CCCC2NCCCOC2=CC=CC=C2)C(=O)C2=C(C=C(C=C2)NC(C2=C(C=CC=C2)C)=O)C)C=C1 N-(4-(7-chloro-5-((3-phenoxypropyl)amino)-2,3,4,5-tetrahydro-1H-benzo[b]azepine-1-carbonyl)-3-methylphenyl)-2-methylbenzamide